ClC=1C=C(C=CC1C(=O)N1CC(C1)O)NC(=O)C1=C(C(=NS1)C1=CC=CC=2N1C=CN2)C2CC2 N-(3-chloro-4-(3-hydroxyazetidine-1-carbonyl)phenyl)-4-cyclopropyl-3-(imidazo[1,2-a]pyridin-5-yl)isothiazole-5-carboxamide